C1(=C(C=CC=C1)NC1=CC=2C(C3=CC=CC=C3C2C=C1)(C)C)C1=CC=CC=C1 N-[1,1'-biphenyl]-2-yl-9,9-dimethyl-9H-fluorene-2-amine